NC1=C2N=CN(C2=NC(=N1)F)[C@H]1C[C@@H]([C@@](O1)(C#C)CO[P@](=O)(OC1=CC=CC=C1)N[C@H](C(=O)OCCCCCCCCCCCCCCCC)CC1=CC(=CC(=C1)F)F)O Hexadecyl (S)-2-(((S)-(((2R,3S,5R)-5-(6-amino-2-fluoro-9H-purin-9-yl)-2-ethynyl-3-hydroxytetrahydrofuran-2-yl) methoxy)(phenoxy)phosphoryl)amino)-3-(3,5-difluorophenyl)propanoate